NC1=CC(=C(C=C1)C=1C(=NC=C(C1)C=1C=NN(C1)CC)N)F 3-(4-amino-2-fluorophenyl)-5-(1-ethyl-1H-pyrazol-4-yl)pyridin-2-amine